C(C=C)OC=1C=C(C=C(C(=O)N=C2C(C(C(=O)O)=CC=C2)O)C1)C(=O)N=C1C(C(C(=O)O)=CC=C1)O 5-allyloxy-isophthaloyl-bis(iminohydroxybenzoic acid)